C(C)(C)(C)OC(=O)N(C1=C(C(=NN1C(C)C)C1=C(C(=C(C=C1)CC(=O)OC)F)Cl)C#N)C(=O)OC(C)(C)C Methyl 2-[4-[5-[bis(tert-butoxycarbonyl)amino]-4-cyano-1-isopropyl-pyrazol-3-yl]-3-chloro-2-fluoro-phenyl]acetate